C(C1=CC=CC=C1)(=O)NC1=NC(N([C@H]2C[C@H](OC(C3=CC=CC=C3)(C3=CC=C(C=C3)OC)C3=CC=C(C=C3)OC)[C@@H](CO)O2)C=C1)=O N-Benzoyl-3'-O-[bis(4-methoxyphenyl)(phenyl)methyl]-2'-deoxycytidine